3-(4-(5-(5-((3-benzyl-9-methyl-4H,6H-thieno[2,3-e][1,2,4]triazolo[3,4-c][1,4]oxazepin-2-yl)ethynyl)pyridin-2-yl)pent-1-yn-1-yl)-1-oxoisoindolin-2-yl)piperidine-2,6-dione C(C1=CC=CC=C1)C1=C(SC=2N3C(COCC21)=NN=C3C)C#CC=3C=CC(=NC3)CCCC#CC3=C2CN(C(C2=CC=C3)=O)C3C(NC(CC3)=O)=O